C(=C)C=1C=CC=C2C=CC=C(C12)C1=CC=2N=CN=CC2C=N1 7-(8-vinylnaphthalen-1-yl)pyrido[4,3-d]pyrimidine